[K+].OC1=CC=C(C=C1)[C@H](C(=O)[O-])NC(=CC(=O)OC)C (R)-4-hydroxy-alpha-[(3-methoxy-1-methyl-3-oxo-1-propenyl)amino]phenylacetic acid potassium salt